3,5-difluoro-4-(pyridin-3-yl)aniline FC=1C=C(N)C=C(C1C=1C=NC=CC1)F